N-(2-Fluoro-5-((5-(trifluoromethyl)pyridin-2-yl)oxy)phenyl)-1-methyl-5-oxopyrrolidine-2-carboxamide FC1=C(C=C(C=C1)OC1=NC=C(C=C1)C(F)(F)F)NC(=O)C1N(C(CC1)=O)C